2-(3-(4-Bromo-3-oxobutan-2-yl)-2-fluorophenyl)acetic acid ethyl ester C(C)OC(CC1=C(C(=CC=C1)C(C)C(CBr)=O)F)=O